CC1C2=CC=CC=C2C=2C=CC=C(C12)N 9-methylfluorenylamine